(Z)-7-(2,4-dioxo-5-(thiophen-2-ylmethylene)thiazolidin-3-yl)-N-hydroxyheptanamide O=C1S\C(\C(N1CCCCCCC(=O)NO)=O)=C/C=1SC=CC1